(3-chloro-4-(1H-pyrazol-1-yl)phenyl)-1-(2-carbonyl-1,2-dihydropyrrolo[4,3,2-ij]isoquinolin-6-yl)-5-(trifluoromethyl)-1H-pyrazole-4-carboxamide ClC=1C=C(C=CC1N1N=CC=C1)C1=NN(C(=C1C(=O)N)C(F)(F)F)C1=CN=C2C3=C(C=CC=C13)C(N2)=C=O